4-[5-[(4-methoxyphenyl)methoxy]quinazolin-7-yl]morpholine COC1=CC=C(C=C1)COC1=C2C=NC=NC2=CC(=C1)N1CCOCC1